O=C1C=CC=C2C=CC=CN12 4-oxo-quinolizine